ClC=1C=C(C=CC1Cl)C1=CC=C(C=C1)NC(CCCC)=O 1-((3',4'-dichloro-[1,1'-biphenyl]-4-yl)amino)-1-oxopentane